ClC1=C(C=CC=C1F)N1[C@@H](CN(CC1)CC[C@@H]1CC[C@H](CC1)NC(COC)=O)C N-(trans-4-(2-((R)-4-(2-chloro-3-fluorophenyl)-3-methylpiperazin-1-yl)ethyl)cyclohexyl)-2-methoxyacetamide